OC(C)(C)C1=CC=C(C(=O)N2CC3(C2)CC(C3)NC(=O)NCC3=CC=C(C=C3)OC)C=C1 1-(2-(4-(2-hydroxy-prop-2-yl)benzoyl)-2-azaspiro[3.3]hept-6-yl)-3-(4-methoxybenzyl)urea